(2S)-2-Cyclopropyl-10-((2-(4,4-difluoro-3-methylpiperidin-1-yl)-5-chloropyridin-4-yl)amino)-3,3-difluoro-7-methyl-1,2,3,4-tetrahydro-[1,4]oxazepino[2,3-c]chinolin-6(7H)-on C1(CC1)[C@@H]1NC2=C(C(N(C=3C=CC(=CC23)NC2=CC(=NC=C2Cl)N2CC(C(CC2)(F)F)C)C)=O)OCC1(F)F